C(C)OC(=O)C=1N=C(SC1Br)C1CCC1 5-bromo-2-cyclobutyl-1,3-thiazole-4-carboxylic acid ethyl ester